CN(C(=O)C1=CC=C(COC2=CC=C(C=C2)C=2C=C(C(NC2C(F)(F)F)=O)C(=O)N)C=C1)C 5-(4-((4-(dimethylcarbamoyl)benzyl)oxy)phenyl)-2-oxo-6-(trifluoromethyl)-1,2-dihydropyridine-3-carboxamide